CN1N=NC2=C1C=CC(=C2C)[C@H](C(C(=O)OCC2=CC=CC=C2)C)C2=CC(=C(C=C2)C)CO (3R)-Benzyl 3-(1,4-dimethyl-1H-benzo[d][1,2,3]triazol-5-yl)-3-(3-(hydroxymethyl)-4-methylphenyl)-2-methylpropanoate